ClC(C(=O)OCC)C(C(F)F)=O ethyl 2-chloro-4,4-difluoro-3-oxobutyrate